3-fluoro-5-(2-(3-(2-fluorobenzyloxy)-3-phenylpropylsulfonyl)-6-methylpyrimidin-4-yl)pyridin-2(1H)-one FC=1C(NC=C(C1)C1=NC(=NC(=C1)C)S(=O)(=O)CCC(C1=CC=CC=C1)OCC1=C(C=CC=C1)F)=O